CN(C1=C(C=O)C(=CC=C1)C(F)(F)F)C 2-(dimethylamino)-6-(trifluoromethyl)benzaldehyde